N1C=CC2=CC(=CC=C12)\C=C\1/N=C(NC1=O)NC1=CC=CC=C1 (4Z)-4-[(1H-indol-5-yl)methylidene]-2-(phenylamino)-4,5-dihydro-1H-imidazol-5-one